5-(2'-Fluoro-3'-{[(3R)-3-methyl-7-oxo-9-oxa-2,6-diazaspiro[4.5]dec-1-yl]methyl}-[1,1'-biphenyl]-2-yl)pentanoic acid FC1=C(C=CC=C1CC1N[C@@H](CC12NC(COC2)=O)C)C2=C(C=CC=C2)CCCCC(=O)O